BrC=1C=C(C(=C(C=O)C1)OCCBr)F 5-bromo-3-fluoro-2-(2-bromoethoxy)-benzaldehyde